OCCCC1=C(C=C(C=O)C=C1)OC 4-(3-hydroxy-propyl)-3-methoxy-benzaldehyde